NC1=C(C=C(C=C1F)Cl)/C(=C/C(=O)OCC)/C ethyl (E)-3-(2-amino-5-chloro-3-fluorophenyl)but-2-enoate